9-((1s,4s)-4-(aminomethyl)cyclohexyl)-N2-(4-methyltetrahydro-2H-pyran-4-yl)-N8-(4-(trifluoromethoxy)phenyl)-9H-purine-2,8-diamine NCC1CCC(CC1)N1C2=NC(=NC=C2N=C1NC1=CC=C(C=C1)OC(F)(F)F)NC1(CCOCC1)C